5-(2,3-bis(aminomethyl)piperazin-1-yl)-2,3-dihydro-1,4-benzodioxine NCC1N(CCNC1CN)C1=CC=CC=2OCCOC21